(-)-(E)-1-((1S,2R)-2,6,6-Trimethylcyclohex-3-en-1-yl)but-2-en-1-one C[C@H]1[C@@H](C(CC=C1)(C)C)C(\C=C\C)=O